tert-Butyl (S)-(3-chloro-1-cyclohexyl-2-oxopropyl)carbamate ClCC([C@H](C1CCCCC1)NC(OC(C)(C)C)=O)=O